Tert-butyl (5-(6-methoxy-1H-indazol-5-yl)pyridin-2-yl)carbamate COC1=C(C=C2C=NNC2=C1)C=1C=CC(=NC1)NC(OC(C)(C)C)=O